CC1=CC(=CC(=N1)N)OC1=CC=CC=C1 6-methyl-4-phenoxy-pyridin-2-amine